ClC=1C=C(OC2=NC=C(C=C2)[N+](=O)[O-])C=CC1C 2-(3-chloro-4-methylphenoxy)-5-nitropyridine